5-[(1r,3s)-3-methyl-1-(4-methyl-1,2,4-triazol-3-yl)cyclobutyl]pyridin-3-amine CC1CC(C1)(C1=NN=CN1C)C=1C=C(C=NC1)N